[Mn].[Fe].[Fe] iron-iron-manganese salt